10-(benzyloxy)-10,18-bis(trifluoromethyl)-20-oxa-2,12,13,19-tetraazatetracyclo[13.3.1.12,5.111,14]henicosa-1(18),11,13,15(19),16-pentaen-16-amine C(C1=CC=CC=C1)OC1(CCCCC2CCN(C3=C(C=C(C(C4=NN=C1O4)=N3)N)C(F)(F)F)C2)C(F)(F)F